2-amino-N-(4-(benzylthio)phenyl)-1,2,3,4-tetrahydronaphthalene-2-carboxamide, Hydrochloride Cl.NC1(CC2=CC=CC=C2CC1)C(=O)NC1=CC=C(C=C1)SCC1=CC=CC=C1